C(#N)C1=C(C2=CC=CC(=C2C(=C1C#N)O)[N+](=O)[O-])O 2,3-dicyano-1,4-dihydroxy-5-nitronaphthalene